C(C)(C)C1=C(NC2=CC=C(C=C12)CCC1CN(C1)C)C=1C=C(C=2N(C1)N=CN2)OC 6-(3-Isopropyl-5-(2-(1-methylazetidin-3-yl)ethyl)-1H-indol-2-yl)-8-methoxy-[1,2,4]triazolo[1,5-a]pyridin